1-ethyl-2-methylimidazolium hydrogen carbonate C(O)([O-])=O.C(C)N1C(=[NH+]C=C1)C